ethoxy-1-[5-(trifluoromethyl)pyridin-3-yl]ethanone C(C)OCC(=O)C=1C=NC=C(C1)C(F)(F)F